CC1(C2CCC(C1)C2)O 2-methyl-bicyclo[2.2.1]heptan-2-ol